BrC=1C=C(C(=C(C#N)C1)F)[N+](=O)[O-] 5-bromo-2-fluoro-3-nitrobenzonitrile